1-benzyl-4-phenyl-2-(p-methylphenyl)-1H-imidazole C(C1=CC=CC=C1)N1C(=NC(=C1)C1=CC=CC=C1)C1=CC=C(C=C1)C